CC1(NC([C@@H]2N1CCN(C2)C2=CC=CC(=N2)C2=NC1=CC(=NC=C1C=C2)CNC(C2=CN=CC(=C2)S(=O)(=O)C)=O)=O)C |r| (Racemic)-N-((2-(6-(3,3-dimethyl-1-oxohexahydroimidazo[1,5-a]pyrazin-7(1H)-yl)pyridin-2-yl)-1,6-naphthyridin-7-yl)methyl)-5-(methylsulfonyl)nicotinamide